Cl.Cl.N[C@@H](COC1=C(C=2C=C(C=NC2C=C1)F)C(=O)OCC1=CC=CC=C1)CO benzyl (R)-6-(2-amino-3-hydroxypropoxy)-3-fluoroquinoline-5-carboxylate dihydrochloride